N-(5-methyl-1H-pyrazol-3-yl)-2-(6-(6-((6-(tri-fluoromethyl)pyridin-3-yl)meth-yl)-3,6-diaza-bicyclo[3.1.1]heptan-3-yl)pyridin-3-yl)quinazolin-4-amine CC1=CC(=NN1)NC1=NC(=NC2=CC=CC=C12)C=1C=NC(=CC1)N1CC2N(C(C1)C2)CC=2C=NC(=CC2)C(F)(F)F